C(C)OC1=C(C(=O)O[C@@H]1[C@@H](O)CO)O 3-O-Ethyl-Ascorbic Acid